OC1=C(C(=CC(=C1)C(F)(F)F)C)C=1C=NC=2C(N1)=NN(C2[C@H](C)O)[C@@H]2CCC(N(C2)C(C)C)=O (R)-5-(6-(2-hydroxy-6-methyl-4-(trifluoromethyl)phenyl)-3-((S)-1-hydroxyethyl)-2H-pyrazolo[3,4-b]pyrazin-2-yl)-1-isopropylpiperidin-2-one